N(CC(CO)O)CC(CO)O 3,3'-iminobis[1,2-propanediol]